2,6-dicarboxyl-4-pyrone C(=O)(O)C=1OC(=CC(C1)=O)C(=O)O